NCC(=O)C1=C(C=CC(=C1)Cl)O 2-amino-1-(5-chloro-2-hydroxyphenyl)ethan-1-one